2-cyclopropyl-2'-methyl-spiro[4,5-dihydrothieno[2,3-c]pyran-7,4'-piperidine] C1(CC1)C1=CC2=C(S1)C1(CC(NCC1)C)OCC2